(S)-4-((1H-indol-3-yl)methyl)imidazolidine-2-thione N1C=C(C2=CC=CC=C12)C[C@@H]1NC(NC1)=S